1-(2-furyl)-3-(4-methylthiophenyl)-2-propen-1-one O1C(=CC=C1)C(C=CC1=CC=C(C=C1)SC)=O